FC=1C=C(C=NC1)C=1N=C(C2=C(CCNCC2)N1)NCCC1=CNC2=CC(=CC=C12)OC 2-(5-Fluoropyridin-3-yl)-N-[2-(6-methoxy-1H-indol-3-yl)ethyl]-5H,6H,7H,8H,9H-pyrimido[4,5-d]azepin-4-amine